C12C(C3CC(CC(C1)C3)C2)NC=2C=3N(N=CC2C(=NC2=C(C=C(C=C2)O[Si](C)(C)C(C)(C)C)C)N)C=C(C3)C=3C=NC(=CC3)OC 4-(2-adamantylamino)-N'-[4-[tert-butyl(dimethyl)silyl]oxy-2-methyl-phenyl]-6-(6-methoxy-3-pyridyl)pyrrolo[1,2-b]pyridazine-3-carboxamidine